[2-(2,6-dioxopiperidin-3-yl)-4-methoxy-3-oxo-2,3-dihydro-1H-isoindol-5-yl]methyl N-{4-[(3,4,5-trifluorophenyl)methyl]phenyl}carbamate FC=1C=C(C=C(C1F)F)CC1=CC=C(C=C1)NC(OCC=1C(=C2C(N(CC2=CC1)C1C(NC(CC1)=O)=O)=O)OC)=O